6H-[1,4]thiazepino[2,3,4-ii]quinazolin-6-one S1CC=CN2C(N=CC3=CC=CC1=C23)=O